C[C@]12[C@H](ONOC1)C1=CC=C(C=C1C2)C |r| (4aRS,9bRS)-4a,7-dimethyl-4,4a,5,9b-tetrahydroindeno[1,2-D][1,3]dioxazine